ClC1=C(OCCCCCOCC(=O)OC(C)(C)C)C(=CC(=C1)C(C)(C)C1=CC=C(C=C1)OCC=1C=NC(=NC1)SC)C#N tert-butyl 2-((5-(2-chloro-6-cyano-4-(2-(4-((2-(methylthio)pyrimidin-5-yl)methoxy)phenyl) propan-2-yl)phenoxy)pentyl)oxy)acetate